(S)-4-(7-(8-chloronaphthalen-1-yl)-2-(((S)-pyrrolidin-2-yl)methoxy)-5,6,7,8-tetrahydropyrido[3,4-d]pyrimidin-4-yl)-2-cyanomethylpiperazine-1-carboxylic acid tert-butyl ester C(C)(C)(C)OC(=O)N1[C@H](CN(CC1)C=1C2=C(N=C(N1)OC[C@H]1NCCC1)CN(CC2)C2=CC=CC1=CC=CC(=C21)Cl)CC#N